C(C)(C)(C)OC(=O)C1C(C1\C=C/C#N)(C)C (Z)-3-(2-cyanovinyl)-2,2-dimethyl-cyclopropanoic acid tert-butyl ester